N-(1-(6-(4-chlorophenyl)-2-(pyridin-3-yl)pyrimidin-4-yl)pyrrolidin-3-yl)acetamide ClC1=CC=C(C=C1)C1=CC(=NC(=N1)C=1C=NC=CC1)N1CC(CC1)NC(C)=O